N-(2-chloro-4-(trifluoromethyl)phenyl)-2-(1'-(3-hydroxypicolinoyl)-8-oxo-2-phenyl-5,8-dihydrospiro[cyclopenta[d][1,2,4]triazolo[1,5-a]pyrimidine-7,4'-piperidin]-4(6H)-yl)acetamide ClC1=C(C=CC(=C1)C(F)(F)F)NC(CN1C=2N(C(C3=C1CCC31CCN(CC1)C(C1=NC=CC=C1O)=O)=O)N=C(N2)C2=CC=CC=C2)=O